N=1C2(CN3C1C=CC=C3)CCOC3=CC(=CC=C32)C#N 3'H-spiro[chromane-4,2'-imidazo[1,2-a]pyridine]-7-carbonitrile